C(#N)[C@H](C)NC(=O)C=1C2=C(SC1NC(C1=CN=CC=C1)=O)CCCC2 (S)-N-(3-((1-cyanoethyl)carbamoyl)-4,5,6,7-tetrahydro-benzo[b]thiophen-2-yl)nicotinamide